C(\C=C\C=C\C=C\C)(=O)[O-] (2E,4E,6e)-octa-2,4,6-trienoate